tin bis(stearate) C(CCCCCCCCCCCCCCCCC)(=O)[O-].C(CCCCCCCCCCCCCCCCC)(=O)[O-].[Sn+2]